BrC1=CC(N(C=C1C#C[Si](C)(C)C)C)=O 4-bromo-1-methyl-5-[2-(trimethylsilyl)ethynyl]Pyridin-2-one